1,3,8-trimethyl-5-[[(1R)-1-[3-(2,5-dihydro-1H-pyrrol-3-yl)-2-methyl-phenyl]ethyl]amino]imidazo[4,5-g]phthalazin-2-one CN1C(N(C=2C1=CC=1C(=NN=C(C1C2)N[C@H](C)C2=C(C(=CC=C2)C=2CNCC2)C)C)C)=O